ethylene glycol-chloride salt [Cl-].C(CO)O